C(C)OC[C@]1(CN(CC1)C(C)(C)C=1C=NC(=CC1)C)CCC=1SC=C2N=CC=NC21 |o1:4| (R or S)-5-(2-(3-(ethoxymethyl)-1-(2-(6-methylpyridin-3-yl)propan-2-yl)pyrrolidin-3-yl)ethyl)thieno[3,4-b]pyrazine